(2RS)-N-(4-(5-Cyclopropyl-4-oxo-3-phenyl-4,5,6,7-tetrahydro-1H-pyrrolo[3,2-c]pyridin-2-yl)pyridin-2-yl)-4,4-difluoro-2-(4-fluorophenyl)butanamid C1(CC1)N1C(C2=C(CC1)NC(=C2C2=CC=CC=C2)C2=CC(=NC=C2)NC([C@H](CC(F)F)C2=CC=C(C=C2)F)=O)=O |r|